NCC(=O)N[C@@H](CC(=O)O)C(=O)O Glycyl-L-Aspartic acid